5-(2-(((4s,7s)-1-oxaspiro[3.5]nonan-7-yl)amino)-4-methoxy-7H-pyrrolo[2,3-d]pyrimidin-5-yl)-N-methylpyrazolo[1,5-a]pyridine-3-carboxamide O1CCC12CCC(CC2)NC=2N=C(C1=C(N2)NC=C1C1=CC=2N(C=C1)N=CC2C(=O)NC)OC